NC1=CC(=NC=N1)NC1=CC(=C2N(C1=O)C1(NC2=O)C(CC1)(C)C)Cl 6'-((6-aminopyrimidin-4-yl)amino)-8'-chloro-2,2-dimethyl-2'H-spiro[cyclobutane-1,3'-imidazo[1,5-a]pyridine]-1',5'-dione